(rac)-3-(4-Chlorophenyl)-2-fluoro-N-(4-methyl-3-(pyridin-4-yl)-1-((2-(trimethylsilyl)ethoxy)methyl)-1H-pyrazol-5-yl)propenamide ClC1=CC=C(C=C1)C=C(C(=O)NC1=C(C(=NN1COCC[Si](C)(C)C)C1=CC=NC=C1)C)F